2-amino-2-(2-(4-benzylpiperidin-1-yl)propyl)-6-boronohexanoic acid NC(C(=O)O)(CCCCB(O)O)CC(C)N1CCC(CC1)CC1=CC=CC=C1